3-(3-(5-(ethoxycarbonyl)-2-(3-methylanilino)pyrimidin-4-yl-amino)propyl)thiourea C(C)OC(=O)C=1C(=NC(=NC1)NC1=CC(=CC=C1)C)NCCCNC(N)=S